2,3-bis(2-pyridyl)quinoxaline N1=C(C=CC=C1)C1=NC2=CC=CC=C2N=C1C1=NC=CC=C1